2-(Quinolin-5-yl)thiazole N1=CC=CC2=C(C=CC=C12)C=1SC=CN1